(E)-3-(2,2-difluorobenzo[d][1,3]dioxol-5-yl)-1-(4-(6-(2-hydroxypropan-2-yl)picolinoyl)piperazin-1-yl)prop-2-en-1-one FC1(OC2=C(O1)C=CC(=C2)/C=C/C(=O)N2CCN(CC2)C(C2=NC(=CC=C2)C(C)(C)O)=O)F